(R)-3-METHYL-1-((3R,4S)-4-((6-(TRIFLUOROMETHYL)-7H-PYRROLO[2,3-D]PYRIMIDIN-4-YL)AMINO)CHROMAN-3-YL)PYRROLIDINE-3-CARBONITRILE C[C@@]1(CN(CC1)[C@H]1COC2=CC=CC=C2[C@@H]1NC=1C2=C(N=CN1)NC(=C2)C(F)(F)F)C#N